N1(C=NC=C1)C=1N=CC2=C(N1)C(=CC(N2C)=O)NC2CCC(CC2)NCC(F)(F)F 2-(1H-imidazol-1-yl)-5-methyl-8-(((1r,4r)-4-((2,2,2-trifluoroethyl)amino)cyclohexyl)amino)pyrido[3,2-d]pyrimidin-6(5H)-one